FC=1C=C2C(=CN(C2=CC1F)C)C=1C2=C(N=C(N1)C1(CC(=C(C=C1)N(C)CCN(C)C)N)N)NC=C2 4-(4-(5,6-difluoro-1-methyl-1H-indol-3-yl)-7H-pyrrolo[2,3-d]pyrimidin-2-yl)-N1-(2-(dimethylamino)ethyl)-N1-methylbenzene-1,2,4-triamine